C(C)(C)(C)OC(=O)N1C[C@H](CC1)[C@@H](C(=O)OC(C)(C)C)CC1=CC=C(C=C1)N (3R)-3-[(1S)-1-[(4-aminophenyl)methyl]-2-tert-butoxy-2-oxoethyl]pyrrolidine-1-carboxylic acid tert-butyl ester